FC1=C(C(=CC=C1)F)NNCCNC(=O)C1=NC(=NC=C1Br)SC N-(2-(2-(2,6-difluorophenyl)hydrazino)ethyl)-2-methylthio-5-bromopyrimidine-4-formamide